C1=C(C=CC2=CC=CC=C12)C=1C2=CC=CC=C2C(=C2C=CC(=CC12)C1=CC=C(C=C1)C1=C(C=CC=C1)N1C=NC2=C1C=CC=C2)C2=CC1=CC=CC=C1C=C2 2-(4-(9,10-di(naphthalen-2-yl)anthracen-2-yl)phenyl)phenyl-1H-benzo[D]imidazole